N-(tert-butyldimethylsilyl)-5-chlorothiophene-3-sulfonimidamide [Si](C)(C)(C(C)(C)C)NS(=O)(=N)C1=CSC(=C1)Cl